[N+](=O)([O-])C1=CC=C(C=N1)N1CCNC2(CC2)C1 7-(6-nitropyridin-3-yl)-4,7-diazaspiro[2.5]octane